C1(CC1)CN(CCC)CC=1C=CC(=C(C1)B(O)O)F (5-([(CYCLOPROPYLMETHYL)(PROPYL)AMINO]METHYL)-2-FLUOROPHENYL)BORANEDIOL